(3-chloro-2,6-difluorophenyl)(4-fluorobicyclo[2.2.1]heptan-1-yl)methanone ClC=1C(=C(C(=CC1)F)C(=O)C12CCC(CC1)(C2)F)F